C(C)OC(=O)C1CC(=NN1C1=NC=CC=C1Cl)Br ETHYL-3-BROMo-1-(3-CHLORoPYRIDIN-2-YL)-4,5-DIHYDRO-1H-PYRAZOL-5-CARBOXYLAT